S1C2=C(C=C1C(C(C#N)C(O)C1=CC(=CC=C1)C(F)(F)F)=O)C=CC=C2 3-(benzo[b]thiophen-2-yl)-2-((3-trifluoromethylphenyl)(hydroxy)methyl)-3-oxopropanenitrile